BrC1=C2C=CC=NC2=CC=C1F 5-Bromo-6-fluoroquinoline